(E)-4-((S)-2-(cyanomethyl)-4-(7-(8-methylnaphthalen-1-yl)-2-(((S)-1-methylpyrrolidin-2-yl)methoxy)-5,6,7,8-tetrahydropyrido[3,4-d]pyrimidin-4-yl)piperazin-1-yl)-4-oxobut-2-enenitrile C(#N)C[C@@H]1N(CCN(C1)C=1C2=C(N=C(N1)OC[C@H]1N(CCC1)C)CN(CC2)C2=CC=CC1=CC=CC(=C21)C)C(/C=C/C#N)=O